(6-methoxy-2-(2-methoxy-7-methylquinoxalin-5-yl)benzo[d]thiazol-4-yl)(4-methyltetrahydro-2H-pyran-4-yl)methanol COC1=CC2=C(N=C(S2)C2=C3N=CC(=NC3=CC(=C2)C)OC)C(=C1)C(O)C1(CCOCC1)C